4-(5-((5,6-bis(benzyloxy)pyrimidin-4-yl)methyl)-4,5-dihydroisoxazol-3-yl)benzene C(C1=CC=CC=C1)OC=1C(=NC=NC1OCC1=CC=CC=C1)CC1CC(=NO1)C1=CC=CC=C1